4,4-bis(bromomethyl)biphenyl BrCC1(CC=C(C=C1)C1=CC=CC=C1)CBr